3-(2-bromophenyl)-4-((4-chlorobenzyl)carbamoyl)-2,5-dihydro-1H-pyrrole-1-carboxylic acid tert-butyl ester C(C)(C)(C)OC(=O)N1CC(=C(C1)C(NCC1=CC=C(C=C1)Cl)=O)C1=C(C=CC=C1)Br